CC(C)OC(=O)N1N=CC=C1 1H-pyrazole-1-carboxylic acid propan-2-yl ester